(R)-5-(3-(1-(2-oxaspiro[3.3]heptan-6-yl)piperidin-4-yl)azetidin-1-yl)-N-(1-(2,4-dichlorophenyl)ethyl)-[1,2,4]triazolo[1,5-a]pyrimidin-7-amine C1OCC12CC(C2)N2CCC(CC2)C2CN(C2)C2=NC=1N(C(=C2)N[C@H](C)C2=C(C=C(C=C2)Cl)Cl)N=CN1